6'-(2-(4-(naphthalen-2-yl)-6-phenylpyrimidin-2-yl)phenyl)spiro[cyclohexane-1,9'-fluorene]-2'-carbonitrile C1=C(C=CC2=CC=CC=C12)C1=NC(=NC(=C1)C1=CC=CC=C1)C1=C(C=CC=C1)C=1C=C2C=3C=CC(=CC3C3(C2=CC1)CCCCC3)C#N